ON([C@@H](CCC(N)=O)C(=O)O)C(C=CC1=CC=CC=C1)=O N-hydroxycinnamoyl-L-glutamine